2-cyano-N-((3-methyl-2-(tetrahydro-2H-pyran-4-yl)-1H-indol-5-yl)methyl)pyrimidine-5-carboxamide C(#N)C1=NC=C(C=N1)C(=O)NCC=1C=C2C(=C(NC2=CC1)C1CCOCC1)C